(R)-4-(1-(3-(difluoromethyl)-2-fluorophenyl)ethylamino)-7-(dimethylamino)-N,N,2-trimethylpyrido[2,3-d]pyrimidine-6-carboxamide FC(C=1C(=C(C=CC1)[C@@H](C)NC=1C2=C(N=C(N1)C)N=C(C(=C2)C(=O)N(C)C)N(C)C)F)F